C(C)(C)(C)OC(=O)C1=NC=CN=C1CCCCCOS(=O)(=O)C1=CC=C(C)C=C1 3-(5-(p-toluenesulfonyloxy)pentyl)pyrazine-2-carboxylic acid tert-butyl ester